8-bromo-1,3-benzoxazine BrC1=CC=CC=2C=NCOC21